N-(1-Benzylpiperidin-4-yl)-3-[6-(4-methylpiperazin-1-yl)-[1,2,4]triazolo[4,3-b]pyridazin-3-yl]propanamide C(C1=CC=CC=C1)N1CCC(CC1)NC(CCC1=NN=C2N1N=C(C=C2)N2CCN(CC2)C)=O